N1=CN=CC(=C1)CC1(C(C=CC=C1)N)N 2-(pyrimidin-5-ylmethyl)benzene-1,2-diamine